3-amino-N-(3-(4-amino-4-methylpiperidin-1-yl)pyridin-2-yl)-6-(6-(3-methoxyazetidin-1-yl)-3-(trifluoromethyl)pyridin-2-yl)pyrazine-2-carboxamide NC=1C(=NC(=CN1)C1=NC(=CC=C1C(F)(F)F)N1CC(C1)OC)C(=O)NC1=NC=CC=C1N1CCC(CC1)(C)N